4-(benzylamino)-N-isopropyl-3-(1-methylimidazol-4-yl)benzenesulfonamide C(C1=CC=CC=C1)NC1=C(C=C(C=C1)S(=O)(=O)NC(C)C)C=1N=CN(C1)C